ClC(C1=NC(=NO1)C1=CC=2N(C=C1)C=C(N2)CC(=O)N=S(=O)(C)C)(F)F 2-(7-(5-(chlorodifluoromethyl)-1,2,4-oxadiazol-3-yl)imidazo[1,2-a]pyridin-2-yl)-N-(dimethyl(oxo)-λ6-sulfaneylidene)acetamide